4-(2,6-difluoro-4-nitrophenoxy)-6-methoxy-7-(trifluoromethoxy)quinoline [6-amino-7-cyano-5-[5-(methoxymethoxy)-2-methyl-phenyl]pyrrolo[2,3-b]pyrazin-3-yl]trifluoromethanesulfonate NC1=C(C=2C(=NC(=CN2)OS(=O)(=O)C(F)(F)F)N1C1=C(C=CC(=C1)OCOC)C)C#N.FC1=C(OC2=CC=NC3=CC(=C(C=C23)OC)OC(F)(F)F)C(=CC(=C1)[N+](=O)[O-])F